6-[(2,6-difluoro-4-pyridyl)amino]-3-methoxy-N-[(8-methyl-5-oxaspiro[3.5]nonan-8-yl)methyl]pyridine-2-carboxamide FC1=NC(=CC(=C1)NC1=CC=C(C(=N1)C(=O)NCC1(CCOC2(CCC2)C1)C)OC)F